1-(4-methylpyridin-3-yl)-5-(trifluoromethyl)-1H-pyrazole-4-carboxamide CC1=C(C=NC=C1)N1N=CC(=C1C(F)(F)F)C(=O)N